4,4'-Isopropylidendiphenol C(C)(C)(C1=CC=C(C=C1)O)C1=CC=C(C=C1)O